N-(4,6-dimethylpyridazin-3-yl)-5-[2-methyl-4-[[(2R)-1-methylazetidin-2-yl]methoxy]pyrazol-3-yl]pyrazolo[1,5-a]pyridin-2-amine CC1=C(N=NC(=C1)C)NC1=NN2C(C=C(C=C2)C=2N(N=CC2OC[C@@H]2N(CC2)C)C)=C1